4-(5-(3,5-dichloro-4-fluorophenyl)-5-(trifluoromethyl)-4,5-dihydroisoxazol-3-yl)-2-methyl-N-(1-methyl-5-(methylthio)-1H-1,2,4-triazol-3-yl)benzamide ClC=1C=C(C=C(C1F)Cl)C1(CC(=NO1)C1=CC(=C(C(=O)NC2=NN(C(=N2)SC)C)C=C1)C)C(F)(F)F